5-[(4R,10bS)-8-[(1S,4S)-2,5-diazabicyclo[2.2.1]heptane-2-carbonyl]-4-methyl-3,4,6,10b-tetrahydro-1H-pyrazino[2,1-a]isoindol-2-yl]quinoline-8-carbonitrile [C@@H]12N(C[C@@H](NC1)C2)C(=O)C=2C=C1CN3[C@@H](C1=CC2)CN(C[C@H]3C)C3=C2C=CC=NC2=C(C=C3)C#N